2-(2-(3'-(3-(2,8-diazaspiro[5.5]undec-2-yl)propoxy)-2,2'-dimethyl-[1,1'-biphenyl]-3-yl)-6,7-dihydrothiazolo[5,4-c]pyridin-5(4H)-yl)ethanol C1N(CCCC12CNCCC2)CCCOC=2C(=C(C=CC2)C2=C(C(=CC=C2)C=2SC=1CN(CCC1N2)CCO)C)C